COC(=O)C=1C(OC2=C(C1)C=CC=C2C#C)C(F)(F)F 8-ethynyl-2-trifluoromethyl-2H-benzopyran-3-carboxylic acid methyl ester